C(#N)C1=C(C(=CC=C1)C=1C=NC(=CC1)C1CC1)NC(=O)N1CCC(CC1)(C)C1=NOC(=N1)[C@H]1[C@H](C1)F N-(2-cyano-6-(6-cyclopropylpyridin-3-yl)phenyl)-4-(5-((1S,2S)-2-fluorocyclopropyl)-1,2,4-oxadiazol-3-yl)-4-methylpiperidine-1-carboxamide